tert-butyl (R)-3-((R)-1-((4-(N,N-diethylsulfamoyl)phenyl)sulfonyl) piperidine-3-carboxamido)pyrrolidine-1-carboxylate C(C)N(S(=O)(=O)C1=CC=C(C=C1)S(=O)(=O)N1C[C@@H](CCC1)C(=O)N[C@H]1CN(CC1)C(=O)OC(C)(C)C)CC